ClC1=CC(=CN=N1)N1CCC(CC1)(C#N)C1=NOC(=C1)C(C)C 1-(6-chloropyridazin-4-yl)-4-(5-isopropylisoxazol-3-yl)piperidine-4-carbonitrile